2-hydroxy-1-{4-[4-(2-hydroxy-2-methylpropanoyl)benzyl]-phenyl}-2-methyl-propan-1-one OC(C(=O)C1=CC=C(C=C1)CC1=CC=C(C=C1)C(C(C)(C)O)=O)(C)C